FC=1C=NC(N(C1)C1=CC=C(C=C1)C(F)(F)F)N1C(=NC2=C1C=CC(=C2)F)C 5-fluoro-2-(5-fluoro-2-methyl-1H-benzimidazol-1-yl)-N-[4-(trifluoromethyl)phenyl]pyrimidine